C(C)(C)C1=CC=C(C=C1)N1N=C2C=3[C@@H](N(CCC13)C(=O)OC(C)(C)C)CNC(CO2)=O |r| tert-butyl (rac)-2-(4-isopropylphenyl)-8-oxo-2,3,4,5a,6,7,8,9-octahydro-5H-10-oxa-1,2,5,7-tetraazacycloocta[cd]indene-5-carboxylate